COC1=CC=C(C=C1)[C@@H](C)N(CC=C(C1=CC=CC=C1)C1=CC=CC=C1)CCN1CCNCC1 (R)-N-(1-(4-methoxyphenyl)ethyl)-3,3-diphenyl-N-(2-(piperazin-1-yl)ethyl)prop-2-en-1-amine